(S)-N-(1-amino-3-hydroxy-1-oxopropan-2-yl)-2-methyl-5-((2-methyl-4-(trifluoromethyl)thiazol-5-yl)methoxy)benzofuran-3-carboxamide NC([C@H](CO)NC(=O)C1=C(OC2=C1C=C(C=C2)OCC2=C(N=C(S2)C)C(F)(F)F)C)=O